C(C)(C)(C)N(C(O)=O)C1CCC(CC1)NC1=NC2=C(C=C(C=C2C=N1)C=1C(=NC(=CC1)NS(=O)(=O)C1=C(C=CC=C1)OC)OC)CC.C1(=CC=CC2=CC=CC=C12)C=1C=2C=CC(=CC3=CC=C(N3)C(=C3C=CC(C(=C4C=CC1N4)C4=CC=CC1=CC=CC=C41)=N3)C3=CC=CC4=CC=CC=C34)N2 10,15,20-trinaphthyl-porphyrin tert-butyl-((1r,4r)-4-((8-ethyl-6-(2-methoxy-6-(2-methoxyphenyl-sulfonamido)pyridin-3-yl)quinazolin-2-yl)amino)cyclohexyl)carbamate